O=C1NC(CCC1N(C1=CC(=C(C=C1)N1CCC(CC1)C=O)F)C)=O 1-(4-((2,6-dioxopiperidin-3-yl)(methyl)amino)-2-fluorophenyl)piperidine-4-carbaldehyde